BrC1=CSC2=C1NC(C(=C2O)C2=CC=CC=C2)=O 3-bromo-7-hydroxy-6-phenylthieno[3,2-b]pyridin-5(4H)-one